C(C=C)(=O)OCC[N+](CCCS(=O)(=O)[O-])(C)C 3-((2-(acryloyloxy) ethyl) dimethyl ammonio)propane-1-sulfonate